BrC=1C=NN(C1)C1(CC1)C(=O)OC methyl 1-(4-bromo-1H-pyrazol-1-yl)cyclopropanecarboxylate